CCCCCCCCCCCCCC[N+]1C=CC(C)=CC=1 Myristyl-gamma-picolinium